O([C@H]1[C@H](O)[C@@H](O)[C@H](O)[C@H](O1)CO)C methyl β-D-glucopyranoside